C(C)OC(C(C)(C1=NC(=CC=C1)C=C)C)=O 2-methyl-2-(6-vinylpyridin-2-yl)propionic acid ethyl ester